FC1(C(NC2=NC=CC=C21)=O)F 3,3-difluoro-1H-pyrrolo[2,3-b]pyridin-2(3H)-one